N[C@@H](CC(=O)OCC)C=1C=NC(=NC1)C (S)-Ethyl 3-amino-3-(2-methylpyrimidin-5-yl)propanoate